FC=1C=C(C(=O)NC=2SC(=CN2)C2=CC(=CC=C2)N2CCCC2)C=C(C1O)/C=N/NC(NC)=N (E)-3-fluoro-4-hydroxy-5-((2-(N-methylcarbamimidoyl)hydrazono)methyl)-N-(5-(3-(pyrrolidin-1-yl)phenyl)thiazol-2-yl)benzamide